BrC=1C=C2C(=NC1)N(C=C2C2=CC=C(C=C2)Cl)S(=O)(=O)C2=CC=C(C)C=C2 5-bromo-3-(4-chlorophenyl)-1-tosyl-1H-pyrrolo[2,3-b]pyridine